C(C)(C)(C)OC(=O)NC=1C(=NC(=C(C1)C(F)(F)F)O[C@@H](CC=C)C)C(=O)O 3-(tert-Butoxycarbonylamino)-6-[(1R)-1-methylbut-3-enoxy]-5-(trifluoromethyl)pyridine-2-carboxylic acid